CC1(N(CCOC1)C=O)C (3,3-dimethyl-morpholin-4-yl)-methanone